titanium-manganese-iron-cobalt-zinc [Zn].[Co].[Fe].[Mn].[Ti]